N,N-di(octadecyl)methylammonium [tetrakis(heptafluoronaphthalenyl)borate] FC=1C(=C(C(=C2C(=C(C(=C(C12)[B-](C1=C(C(=C(C2=C(C(=C(C(=C12)F)F)F)F)F)F)F)(C1=C(C(=C(C2=C(C(=C(C(=C12)F)F)F)F)F)F)F)C1=C(C(=C(C2=C(C(=C(C(=C12)F)F)F)F)F)F)F)F)F)F)F)F)F.C(CCCCCCCCCCCCCCCCC)[NH+](CCCCCCCCCCCCCCCCCC)C